4-oximino-2-methyl-2-pentenoate N(O)=C(C=C(C(=O)[O-])C)C